BrC1=NN=C(O1)[C@@H]1N(C[C@H](CC1)NC(COC1=CC(=C(C=C1)Cl)F)=O)C(=O)OC(C)(C)C tert-butyl (2R,5S)-2-(5-bromo-1,3,4-oxadiazol-2-yl)-5-[[2-(4-chloro-3-fluoro-phenoxy)acetyl] amino]piperidine-1-carboxylate